tert-butyl 5-(4-(4-(((2-(2,6-dioxopiperidin-3-yl)-1-oxoisoindolin-4-yl)amino)methyl)benzyl)piperazin-1-yl)pentanoate O=C1NC(CCC1N1C(C2=CC=CC(=C2C1)NCC1=CC=C(CN2CCN(CC2)CCCCC(=O)OC(C)(C)C)C=C1)=O)=O